CN1N=CC2=CC=C(C(=C12)C=1C(=C(N=C2C3CC(CC12)C3)N3CC1(CN(C1)C(C=C)=O)CC3)C#N)C (P)-(1S,9S)-6-(1,6-dimethyl-1H-indazol-7-yl)-4-(2-(2-propenoyl)-2,6-diazaspiro[3.4]octan-6-yl)-3-azatricyclo[7.1.1.02,7]undeca-2,4,6-triene-5-carbonitrile